FC1=CC=C(C=N1)C=1C=C(C=CC1)[C@H](C)N1C(N=CC=C1C=1C=CC2=C(C(=CS2)C)C1)C N-[(1S)-1-[3-(6-fluoropyridin-3-yl)phenyl]ethyl]-2-methyl-6-(3-methyl-1-benzothiophen-5-yl)pyrimidin